CCOP(=O)(OCC)OC1=CC=C(C=C1)[N+](=O)[O-] The molecule is an aryl dialkyl phosphate where both the alkyl groups are ethyl and the aryl group is 4-nitrophenyl. It has a role as an EC 3.1.1.7 (acetylcholinesterase) inhibitor and a mouse metabolite. It is an aryl dialkyl phosphate and an organophosphate insecticide.